5-(2-fluoro-4-phenoxyphenyl)-7-((trans)-4-((S)-3-methylpiperazin-1-yl)cyclohexyl)imidazo[5,1-f][1,2,4]Triazin-4-amine FC1=C(C=CC(=C1)OC1=CC=CC=C1)C=1N=C(N2N=CN=C(C21)N)[C@@H]2CC[C@H](CC2)N2C[C@@H](NCC2)C